1-((5-bromo-4-fluoro-1H-indazol-1-yl)methyl)cyclopropane-1-carbonitrile BrC=1C(=C2C=NN(C2=CC1)CC1(CC1)C#N)F